BrC1=CC2=C(N(N=N2)C(C)C)C=C1 5-bromo-1-(propan-2-yl)-1H-1,2,3-benzotriazole